Cl.COC1(CNC1)C1=CC(=CC=C1)OC 3-methoxy-3-(3-methoxyphenyl)azetidine hydrochloride